N-(4-((4-amino-2-butyl-1H-imidazo[4,5-c]quinolin-1-yl)methyl)benzyl)-4-oxopentanamide NC1=NC=2C=CC=CC2C2=C1N=C(N2CC2=CC=C(CNC(CCC(C)=O)=O)C=C2)CCCC